O[C@@H](C(=O)OC)C1=CC=CC=C1 Methyl (2R)-hydroxy(phenyl)acetate